2-[3-(3-chloro-5-fluorophenyl)ureido]benzamide ClC=1C=C(C=C(C1)F)NC(NC1=C(C(=O)N)C=CC=C1)=O